4-((4-(Cyclopropyl(4-(trifluoromethyl)benzyl)amino)-7H-pyrrolo[2,3-d]pyrimidin-7-yl)methyl)piperidine-3,4-diol C1(CC1)N(C=1C2=C(N=CN1)N(C=C2)CC2(C(CNCC2)O)O)CC2=CC=C(C=C2)C(F)(F)F